5-[1-(2-Fluoro-6-methyl-phenyl)-piperidin-4-yl]-2-(2-hydroxy-ethyl)-7-(2-trifluoromethyl-benzyl)-2,4,5,7-tetrahydro-pyrazolo[3,4-d]pyrimidin-6-on FC1=C(C(=CC=C1)C)N1CCC(CC1)N1C(N(C=2C(C1)=CN(N2)CCO)CC2=C(C=CC=C2)C(F)(F)F)=O